2-[4-[4-(2,6-dioxo-3-piperidyl)-7-fluoro-2,3-dihydro-1,4-benzoxazin-8-yl]-1-piperidyl]acetic acid O=C1NC(CCC1N1CCOC2=C1C=CC(=C2C2CCN(CC2)CC(=O)O)F)=O